N-isopropyl-4-(3-(piperidine-1-carbonyl)pyrazolo[1,5-a]pyridin-7-yl)benzamide C(C)(C)NC(C1=CC=C(C=C1)C1=CC=CC=2N1N=CC2C(=O)N2CCCCC2)=O